C(C)(C)(C)OC(=O)C1(CC1)OC=1C=C2C(=CC=NC2=CC1OC)OC1=C(C=C(C=C1F)N)F 1-((4-(4-amino-2,6-difluorophenoxy)-7-methoxyquinolin-6-yl)oxy)cyclopropane-1-carboxylic acid tert-butyl ester